C1(=CC=CC=C1)C#CC=1C=C(C=C2C=NNC12)OC1=C(N=NN1)C(=O)O 5-((7-(phenylethynyl)-1H-indazol-5-yl)oxy)-1H-1,2,3-triazole-4-carboxylic acid